methyl 6-[(1R)-1-[3,6-Dimethyl-2-(1-methylpyrazol-4-yl)-4-oxo-chromen-8-yl]ethoxy]-2,3-difluoro-benzoate CC1=C(OC2=C(C=C(C=C2C1=O)C)[C@@H](C)OC1=CC=C(C(=C1C(=O)OC)F)F)C=1C=NN(C1)C